6-Fluoro-7-(2-fluoropyridin-3-yl)-1-(2-isopropyl-4-methylpyridin-3-yl)pyrido[2,3-d]pyrimidin-2,4(1H,3H)-dione FC1=CC2=C(N(C(NC2=O)=O)C=2C(=NC=CC2C)C(C)C)N=C1C=1C(=NC=CC1)F